N-(4-(8-Amino-3-isopropyl-5-(4-(oxetan-3-ylamino)cyclohex-1-en-1-yl)imidazo[1,5-a]pyrazin-1-yl)-2-fluorophenyl)-1-(2-chlorophenyl)methansulfonamid NC=1C=2N(C(=CN1)C1=CCC(CC1)NC1COC1)C(=NC2C2=CC(=C(C=C2)NS(=O)(=O)CC2=C(C=CC=C2)Cl)F)C(C)C